(S)-3-(1-oxo-5-(((S)-1-((2-(tetrahydro-2H-pyran-4-yl)quinazolin-6-yl)methyl)pyrrolidin-3-yl)oxy)isoindolin-2-yl)piperidine-2,6-dione O=C1N(CC2=CC(=CC=C12)O[C@@H]1CN(CC1)CC=1C=C2C=NC(=NC2=CC1)C1CCOCC1)[C@@H]1C(NC(CC1)=O)=O